anilineethanesulfonic acid N(C1=CC=CC=C1)CCS(=O)(=O)O